F[C@@H]1C[C@@](N(C1)C(=O)OC(C)(C)C)(C(=O)OC)CC1(CC1)CO 1-(tert-butyl) 2-methyl (2R,4R)-4-fluoro-2-((1-(hydroxymethyl)cyclopropyl)methyl)pyrrolidine-1,2-dicarboxylate